N-((1r,4r)-4-((6-(4-((2-chloro-phenyl)sulfonamido)-3-fluorophenyl)-8-ethylquinazolin-2-yl)amino)cyclohex-yl)acetamide ClC1=C(C=CC=C1)S(=O)(=O)NC1=C(C=C(C=C1)C=1C=C2C=NC(=NC2=C(C1)CC)NC1CCC(CC1)NC(C)=O)F